O1C2=C(OCC1C=1NC(C(N1)[2H])[2H])C=CC=C2 2-(2,3-dihydrobenzo[b][1,4]dioxin-2-yl)-4,5-dihydro-1H-imidazole-4,5-d2